2,2',2''-(3-(4-(3-(5-amino-6-((5-amino-6-((4-(6-methyl-1,2,4,5-tetrazin-3-yl)benzyl)amino)-6-oxohexyl)amino)-6-oxohexyl)thioureido)benzyl)-1,4,7-triazonane-2,5,8-triyl)triacetic acid NC(CCCCNC(NC1=CC=C(CC2C(NCC(NCC(N2)CC(=O)O)CC(=O)O)CC(=O)O)C=C1)=S)C(=O)NCCCCC(C(=O)NCC1=CC=C(C=C1)C=1N=NC(=NN1)C)N